HYDROXYLBENZYL-AZABICYCLO[2.2.1]HEPTAN OC1(N2CCC(C1)C2)CC2=CC=CC=C2